C(C=C)OC1=CC=C(C=C1OC)\C=C\C(=O)CC(=O)\C=C\C1=CC=C(O)C(OC)=C1 mono-O-allyl-curcumin